CC=1SC(=C(N1)C)CN1C(N(C(C2=C1SC(=C2)S(=O)(=O)NC2(CC2)C)=O)CC=2C=NN(C2)C)=O 1-((2,4-dimethylthiazole-5-yl)methyl)-3-((1-methyl-1H-pyrazole-4-yl)methyl)-N-(1-methylcyclopropyl)-2,4-Dioxo-1,2,3,4-tetrahydrothieno[2,3-d]pyrimidin-6-sulfonamide